2-((3s,5r)-4,4-difluoro-3,5-dimethylpiperidin-1-yl)-N-(2-(methylsulfonyl)pyridin-4-yl)-5-(trifluoromethyl)nicotinamide FC1([C@H](CN(C[C@H]1C)C1=C(C(=O)NC2=CC(=NC=C2)S(=O)(=O)C)C=C(C=N1)C(F)(F)F)C)F